C1(CCCCCCC1)C(NC(=O)C=1C(=NOC1)C)C1=NC2=C(N1)C=CC=C2F N-[cyclooctyl-(4-fluoro-1H-benzoimidazol-2-yl)methyl]-3-methylisoxazole-4-carboxamide